C(C)(C)(C)OC(=O)N1CC(C1)(C#N)N(C(CCl)=O)CC1=CC(=C(C=C1)F)F.C(C)(C)(C)C=1C(=NC=CC1NC(CC1=C(C=CC(=C1)C#N)OC)=O)C(=O)N tert-butyl-4-[[2-(5-cyano-2-methoxy-phenyl)acetyl]amino]pyridine-2-carboxamide tert-butyl-3-(2-chloro-N-(3,4-difluorobenzyl)acetamido)-3-cyanoazetidine-1-carboxylate